C(C)(C)(C)OC(=O)N1CC(C(C1)C1=CC=CC=C1)C#N 3-cyano-4-phenylpyrrolidine-1-carboxylic acid tert-butyl ester